2',2'''-(Pyridine-2,6-diyl)bis(3-((3r,5r,7r)-adamantan-1-yl)-4'-(tert-butyl)-5-methyl-[1,1'-biphenyl]-2-ol) N1=C(C=CC=C1C1=C(C=CC(=C1)C(C)(C)C)C=1C(=C(C=C(C1)C)C12CC3CC(CC(C1)C3)C2)O)C2=C(C=CC(=C2)C(C)(C)C)C=2C(=C(C=C(C2)C)C23CC1CC(CC(C2)C1)C3)O